ClCC=1N(C2=C(C=C(C=C2C(C1I)=O)F)OCCO)C 2-(chloromethyl)-6-fluoro-8-(2-hydroxyethoxy)-3-iodo-1-methylquinolin-4(1H)-one